2,4-dimethylcyclohexene CC1=CCCC(C1)C